ClC1=CC=2N(C=C1)C=NC2CC(=O)NC2=NC=NC(=C2)NC(C)C=2N=C1N(C=C(C=C1)C1CC1)C2 2-(7-chloroimidazo[1,5-a]pyridin-1-yl)-N-(6-((1-(6-cyclopropyl-imidazo[1,2-a]pyridin-2-yl)ethyl)amino)pyrimidin-4-yl)acetamide